OCC(C(C(C(CO)O)O)O)=O 1,3,4,5,6-pentahydroxy-2-hexanone